3-[1-amino-2-[[1-methyl-4-(methylamino)pyrazolo[3,4-d]pyrimidin-6-yl]amino]ethyl]benzonitrile NC(CNC1=NC(=C2C(=N1)N(N=C2)C)NC)C=2C=C(C#N)C=CC2